BrC1=C(C=C(C=C1)C=1C(=C(C(=O)N)C=C(C1)F)OC)OC (4-bromo-3-methoxyphenyl)-5-fluoro-2-methoxybenzamide